FC=1C(=C(C=CC1)NC(=O)[C@H]1C(N(C[C@@H]1C=1N(N=C(C1)C(F)(F)F)C)C)=O)OC(F)(F)F (3S,4R)-N-[3-fluoro-2-(trifluoromethoxy)phenyl]-1-methyl-4-[2-methyl-5-(trifluoromethyl)pyrazol-3-yl]-2-oxo-pyrrolidine-3-carboxamide